ClC1=CC(=C(C=C1C#N)NS(=O)(=O)C=1C=C(C(=O)O)C=CC1C1CC1)O[C@@H]1C[C@H](C1)C(F)(F)F 3-(N-(4-chloro-5-cyano-2-((trans)-3-(trifluoromethyl)cyclobutoxy)phenyl)sulfamoyl)-4-cyclopropylbenzoic acid